ethyl 2-(tert-butoxycarbonylamino)-3-ethoxy-3-methyl-butanoate C(C)(C)(C)OC(=O)NC(C(=O)OCC)C(C)(C)OCC